N-[2-[(2R)-3-(3,4-Dihydro-1H-isochinolin-2-yl)-2-hydroxy-propyl]-1-oxo-3,4-dihydroisochinolin-6-yl]-2-hydroxy-acetamid C1N(CCC2=CC=CC=C12)C[C@H](CN1C(C2=CC=C(C=C2CC1)NC(CO)=O)=O)O